Cl.FC=1C=C(C=NC1)CN1C(N(C(C12CCNCC2)=O)C=2C=NC(=CC2)C(F)(F)F)=O 1-((5-fluoropyridin-3-yl)methyl)-3-(6-(trifluoromethyl)pyridin-3-yl)-1,3,8-triazaspiro[4.5]decane-2,4-dione hydrochloride